ON1[C@@H]2CC[C@H](N(C1=O)C2)C(NC(C2=CN=CC=C2)=O)=N N-(((2S,5R)-6-hydroxy-7-oxo-1,6-diazabicyclo[3.2.1]oct-2-yl)(imino)methyl)nicotinamide